ClC=1C=NN2C1C(=C(C=C2)Cl)CC(=O)O 2-(3,5-dichloropyrazolo[1,5-a]pyridin-4-yl)acetic acid